FC1=C(C(=CC=C1)C)N1CCC(CC1)N1C(N(C=2C(C1)=CN(N2)C2C(NC2)=O)CC2=C(C=CC=C2)C(F)(F)F)=O 5-[1-(2-Fluoro-6-methyl-phenyl)-piperidin-4-yl]-2-(2-oxo-azetidin-3-yl)-7-(2-trifluoromethyl-benzyl)-2,4,5,7-tetrahydro-pyrazolo[3,4-d]pyrimidin-6-on